FC=1C=C(C=CC1)[C@H](CNCC1CCC(CC1)NC(C1=CC=CC=C1)=O)O N-((1S,4s)-4-((((R)-2-(3-Fluorophenyl)-2-hydroxyethyl)amino)methyl)-cyclohexyl)benzamide